O1CCCCC1 oxacyclohexane